diethyl-diisopropyl-propoxysilane C(C)C(CC)(O[SiH](C(C)C)C(C)C)CC